[Cr].[Cr] chromium-chromium